C(C)OC(C1=C(C=C(C(=C1)Br)OC(F)(F)F)N)=O ethyl-2-amino-5-bromo-4-(tri-fluoromethoxy)-benzoate